N-({5-chloro-6-[(6-methoxy-3-pyridazinyl)methoxy]-2-indolyl}methyl)1-methylcyclopropanecarboxamide ClC=1C=C2C=C(NC2=CC1OCC=1N=NC(=CC1)OC)CNC(=O)C1(CC1)C